FC=1C=C(C=CC1B1OC(C(O1)(C)C)(C)C)N1CC(N(CC1)C(=O)OC(C)(C)C)(C)C tert-butyl 4-[3-fluoro-4-(4,4,5,5-tetramethyl-1,3,2-dioxaborolan-2-yl)phenyl]-2,2-dimethylpiperazine-1-carboxylate